ClC1=C(CN2C(=NC3=C2C=CC=C3)N3C[C@@H](CCC3)N)C(=CC=C1)Cl (R)-1-(1-(2,6-Dichlorobenzyl)-1H-benzo[d]imidazol-2-yl)piperidin-3-amin